((chlorocarbonyl)oxy)pivalate ClC(=O)OCC(C(=O)[O-])(C)C